N-(1-((dimethylamino)methyl)cyclobutyl)-2-methyl-5-((4-methylthiazol-5-yl)methoxy)benzofuran CN(C)CC1(CCC1)N1CSC(=C1C)COC=1C=CC2=C(C=C(O2)C)C1